4-[2-[[Tert-butyl(dimethyl)silyl]oxymethyl]-5-fluoro-phenyl]pyridin-2-amine [Si](C)(C)(C(C)(C)C)OCC1=C(C=C(C=C1)F)C1=CC(=NC=C1)N